2-[4-[4-(tert-butoxycarbonylamino)-2-chloro-phenyl]-2-oxo-chromen-7-yl]oxypropionic acid C(C)(C)(C)OC(=O)NC1=CC(=C(C=C1)C1=CC(OC2=CC(=CC=C12)OC(C(=O)O)C)=O)Cl